3-(5-chloro-6-piperazin-1-yl-3-pyridyl)-5-methyl-1,2,4-oxadiazole ClC=1C=C(C=NC1N1CCNCC1)C1=NOC(=N1)C